2-(4-fluorophenyl)acetamide (S)-tert-Butyl-(1-(3-((6-cyano-5-(trifluoromethyl)pyridin-3-yl)amino)-2-hydroxy-2-methyl-3-oxopropyl)-1H-pyrazol-4-yl)carbamate C(C)(C)(C)N(C(O)=O)C=1C=NN(C1)C[C@](C(=O)NC=1C=NC(=C(C1)C(F)(F)F)C#N)(C)O.FC1=CC=C(C=C1)CC(=O)N